C1(CC1)COC1=C(C=CC(=N1)C(=O)NC(C(=O)O)(CC)CC)N1CC(C1)(F)F 2-(6-(cyclopropylmethoxy)-5-(3,3-difluoroazetidin-1-yl)picolinamido)-2-ethylbutyric acid